NC1C(CN(CC1)C1=NC2=CC=C(C=C2C(=N1)C1=CC(=C(C#N)C=C1)F)C1=C(C=CC=C1C(F)(F)F)F)(F)F 4-(2-(4-Amino-3,3-difluoropiperidin-1-yl)-6-(2-fluoro-6-(trifluoromethyl)phenyl)quinazolin-4-yl)-2-fluorobenzonitrile